[(4S)-1-[[3-[[(1R,2S)-2-hydroxyindan-1-yl]carbamoyl]phenyl]methyl]-4-isopropyl-4-methyl-6-oxo-hexahydropyrimidin-2-ylidene]ammonium O[C@@H]1[C@@H](C2=CC=CC=C2C1)NC(=O)C=1C=C(C=CC1)CN1C(N[C@](CC1=O)(C)C(C)C)=[NH2+]